N-(4-(5-(6,7-dimethoxy-1,2,3,4-tetrahydroisoquinoline-2-carbonyl)furan-2-yl)phenyl)-4-(2-(prop-2-yn-1-yloxy)ethoxy)benzamide COC=1C=C2CCN(CC2=CC1OC)C(=O)C1=CC=C(O1)C1=CC=C(C=C1)NC(C1=CC=C(C=C1)OCCOCC#C)=O